ClC1=CC=CC(=N1)C1=NN(C(=C1)C1(C(N(CC1)C)=O)O)COCC[Si](C)(C)C (3-(6-chloropyridin-2-yl)-1-((2-(trimethylsilyl)ethoxy)methyl)-1H-pyrazol-5-yl)-3-hydroxy-1-methylpyrrolidin-2-one